1-[((5s,7s)-3-{2-methyl-2-[3-(2-methylpropyl)-1,2,4-oxadiazol-5-yl]propyl}-2-oxo-1-oxa-3-azaspiro[4.5]decan-7-yl)methyl]-1H-benzimidazole-6-carbonitrile CC(CN1C(O[C@]2(C1)C[C@H](CCC2)CN2C=NC1=C2C=C(C=C1)C#N)=O)(C)C1=NC(=NO1)CC(C)C